C(C(O)CO)C1CCCCC1 4-glyceryl-cyclohexane